OC(C=CC=CC=CC=CC=CC=CC(=O)O)CCCCCCCC 14-hydroxy-docosahexaenoic acid